(S)-ethyl 2-aminopropionate hydrochloride Cl.N[C@H](C(=O)OCC)C